benzyl (S)-(5-((4-amino-2-chloropyridin-3-yl)amino)hexyl)carbamate NC1=C(C(=NC=C1)Cl)N[C@H](CCCCNC(OCC1=CC=CC=C1)=O)C